C1(=CC=CC=C1)C1=CC=C(C=C1)[O-].[Cs+] cesium 4-phenyl-phenolate